8-(3,8-diazabicyclo[3.2.1]octan-3-yl)-N-(8-fluoro-2-methyl-imidazo[1,2-a]pyridin-6-yl)quinoxaline-5-carboxamide C12CN(CC(CC1)N2)C2=CC=C(C=1N=CC=NC21)C(=O)NC=2C=C(C=1N(C2)C=C(N1)C)F